F[C@@H]1C[C@H](N(C1)C(CC1=C(C=CC(=C1)F)OC)=O)C(=O)N[C@H](C1=CC=C(C=C1)C(C)C)C1=CC=CC=C1 (2S,4R)-4-fluoro-1-[2-(5-fluoro-2-methoxyphenyl)acetyl]-N-[(S)-phenyl[4-(propan-2-yl)phenyl]methyl]pyrrolidine-2-carboxamide